ClC1=C(C=CC=C1)N1N=C(C=C1C1=CC(=CC=C1)OCC(C)C)C(=O)OC Methyl 1-(2-chlorophenyl)-5-[3-(2-methyl-propoxy)phenyl]-1H-pyrazole-3-carboxylate